((2-(prop-2-yn-1-yloxy)ethoxy)methyl)benzene C(C#C)OCCOCC1=CC=CC=C1